CC1(CC1)N1C=C2C=NNC(C2=CC1=O)=O 6-(1-methylcyclopropyl)-2,6-dihydropyrido[3,4-d]pyridazine-1,7-dione